C12CN(CC(N1)C2)C2=NC=1N(C(=C2)NCC2=CC=C(C=C2)C2=NC=CC=C2)N=CC1C1CC1 5-(3,6-diazabicyclo[3.1.1]hept-3-yl)-3-cyclopropyl-N-(4-(pyridin-2-yl)benzyl)pyrazolo[1,5-a]pyrimidin-7-amine